4-[6,6-difluoro-2-(4-fluorophenyl)-5,7-dihydro-4H-pyrazolo[1,5-a]pyridin-3-yl]-6-methyl-1H-pyrazolo[3,4-b]pyridine FC1(CCC=2N(C1)N=C(C2C2=C1C(=NC(=C2)C)NN=C1)C1=CC=C(C=C1)F)F